ClC=1C(=CC=C2N=CC(=NC12)C=1C=NN(C1)C1C[C@H]2CC[C@@H](C1)N2C)OC=2C=CC1=C(NC(=N1)C)C2 8-Chloro-7-((2-methyl-1H-benzo[d]imidazol-6-yl)oxy)-2-(1-((1R,3r,5S)-8-methyl-8-azabicyclo[3.2.1]octan-3-yl)-1H-pyrazol-4-yl)quinoxaline